FC1=CC(=C(C=C1)N1CN(C(C2=CC=C(C=C12)OCC(F)(F)F)=O)C=1C(=NC(=CC1)OC)C)C 1-(4-fluoro-2-methylphenyl)-3-(6-methoxy-2-methylpyridin-3-yl)-7-(2,2,2-trifluoroethoxy)-2,3-dihydroquinazolin-4(1H)-one